pyrimidine-4,6(1H,5H)-dione N1C=NC(CC1=O)=O